3-oxo-3,6-dihydropyridine O=C1C=NCC=C1